3-methoxycinnoline-8-carboxylic acid COC=1N=NC2=C(C=CC=C2C1)C(=O)O